C(C)(C)(C)OC(=O)N1CC(C1)\C=C\C1=C(C=C(C=C1)C(F)(F)F)F 3-[(E)-2-[2-fluoro-4-(trifluoromethyl)phenyl]vinyl]azetidine-1-carboxylic acid tert-butyl ester